Tris(2-benzimidazolylmethyl)amine magnesium [Mg].N1=C(NC2=C1C=CC=C2)CN(CC=2NC1=C(N2)C=CC=C1)CC=1NC2=C(N1)C=CC=C2